C[C@@H]1N(CC1)C1=NC(=CC=2C1=NC=CN2)N2C[C@H](CC2)CC(=O)O 2-((R)-1-(5-((S)-2-methylazetidine-1-yl)pyridino[3,4-b]pyrazin-7-yl)pyrrolidin-3-yl)acetic acid